CN1C=NC2=C1C(=O)N(C(=O)N2C)CO caffeinol